benzyl 3-(fluoromethyl)-3-hydroxypiperidine-1-carboxylate FCC1(CN(CCC1)C(=O)OCC1=CC=CC=C1)O